(tetrahydropyran-2-yl)carbamate O1C(CCCC1)NC([O-])=O